C(C)N1C(=[N+](C=C1)C)C(=O)[O-].C1(=CC=CC=C1)C1=C(C(=C(C=C1)C1=C(C(=CC=2OC3=C(C21)C=CC=C3)C3=C(C(=CC=2C1=CC=CC=C1CC32)C)C)C3=C(C(=CC=2C1=CC=CC=C1CC32)C)C)C3=NN=NC=C3)C3=CC=CC=C3 diphenyltriazinyl-[bis(dimethylfluorenyl)dibenzofuranyl]benzene 1-Ethyl-3-methylimidazolium-2-carboxylat